N[C@@H]1C[C@H](N(C1)C(=O)OC(C)(C)C)COC tert-butyl (2S,4R)-4-amino-2-(methoxymethyl)pyrrolidine-1-carboxylate